1-[3-(trifluoromethoxy)phenyl]ethan-1-one FC(OC=1C=C(C=CC1)C(C)=O)(F)F